COC=1C(=C2C=CN(C2=C(C1)C)C(=O)OC(C)(C)C)CN1[C@@H](CC(CC1)N1N=CC=C1)C1=CC=C(C=C1)C(=O)OC tert-butyl 5-methoxy-4-(((2S)-2-(4-(methoxycarbonyl) phenyl)-4-(1H-pyrazol-1-yl) piperidin-1-yl) methyl)-7-methyl-1H-indole-1-carboxylate